C(C)N(C(C1=C(C=CC(=C1)F)OC=1C=NC(=NC1)C)=O)C(C)C N-ethyl-5-fluoro-N-isopropyl-2-((2-methylpyrimidin-5-yl)oxy)benzamide